NC1=C2N=CN(C2=NC=N1)[C@@H]1O[C@@H]([C@H]([C@H]1O)O)[C@](C)(O)C1=CC(=C(C=C1)Cl)Cl (2R,3R,4S,5S)-2-(6-amino-9H-purin-9-yl)-5-((R)-1-(3,4-dichlorophenyl)-1-hydroxyethyl)tetrahydrofuran-3,4-diol